C(=O)OC=1C=C2C=NN(C2=CC1C1=CC2=C(N=N1)N(CC2)[C@@H]2[C@@H](C(NC(C2)(C)C)(C)C)F)C 6-{7-[(3S,4S)-3-fluoro-2,2,6,6-tetramethylpiperidin-4-yl]-6,7-dihydro-5H-pyrrolo[2,3-c]pyridazin-3-yl}-1-methyl-1H-indazol-5-ol formate